(-)-1-(3-(aminomethyl)phenyl)-N-(5-(3-cyclopropyl-1-hydroxy-1-phenylpropyl)-2-fluorophenyl)-3-(trifluoromethyl)-1H-pyrazole-5-carboxamide NCC=1C=C(C=CC1)N1N=C(C=C1C(=O)NC1=C(C=CC(=C1)C(CCC1CC1)(C1=CC=CC=C1)O)F)C(F)(F)F